(R)-N-((R)-1-(6,7-difluoro-2-methyl-1-oxo-1,2-dihydroisoquinolin-4-yl)ethyl)-N-methylindoline-2-carboxamide FC=1C=C2C(=CN(C(C2=CC1F)=O)C)[C@@H](C)N(C(=O)[C@@H]1NC2=CC=CC=C2C1)C